CC1=CC=C(O1)C1=NC(=CC=2N1N=C(N2)C(C)C)NC(C)=O N-[5-(5-methylfuran-2-yl)-2-propan-2-yl-[1,2,4]triazolo[1,5-c]pyrimidin-7-yl]acetamide